C(C)(C)C1=C(NC2=CC=C(C=C12)C1OCCN(C1)C(CNC1(COC1)C)=O)C=1C=C(C=2N(C1)N=CN2)OC 1-(2-(3-Isopropyl-2-(8-methoxy-[1,2,4]triazolo[1,5-a]pyridin-6-yl)-1H-indol-5-yl)morpholino)-2-((3-methyloxetan-3-yl)amino)ethan-1-on